[Ga].[In].[Cd].N1[C@H](CNCC1)CCO (S)-2-(piperazin-2-yl)ethan-1-ol Cadmium-Indium-Gallium